CN(C1=CC=CC(=N1)N1N(C(C2=CN=C(N=C12)NC=1C=C2C=NN(C2=CC1)C)=O)CC)C1CCN(CC1)C {6-[N-methyl(1-methyl-4-piperidyl)amino]-2-pyridyl}-2-ethyl-6-(1-methyl-1H-indazol-5-ylamino)-1,2-dihydro-3H-1,2,5,7-tetraazainden-3-one